COC1=C(CN(S(=O)(=O)C2=NC=CC(=C2)NC(C2=C(N=C(C(=C2)Br)C)N2CCC(CC2)(F)F)=O)CC2=C(C=C(C=C2)OC)OC)C=CC(=C1)OC N-(2-(N,N-bis(2,4-dimethoxybenzyl)sulfamoyl)pyridin-4-yl)-5-bromo-2-(4,4-difluoropiperidin-1-yl)-6-methylnicotinamide